4-fluoro-N-{phenyl-[4-(prop-2-yl)phenyl]methyl}-1-[2-(4H-1,2,4-triazol-3-yl)acetyl]pyrrolidine-2-carboxamide FC1CC(N(C1)C(CC1=NN=CN1)=O)C(=O)NC(C1=CC=C(C=C1)C(C)C)C1=CC=CC=C1